BrC=1N=C2N(N1)CCC2OC2=CC(=CC=C2)Cl 2-bromo-7-(3-chlorophenoxy)-6,7-dihydro-5H-pyrrolo[1,2-b][1,2,4]triazole